2-(4-isopropyl-2-(2-isopropylphenyl)piperazin-yl)-7-azaspiro[3.5]nonane C(C)(C)N1CC(N(CC1)C1CC2(C1)CCNCC2)C2=C(C=CC=C2)C(C)C